5-(2-Fluoro-6-methylphenyl)-3-(3-(4-methylpiperazin-1-yl)phenyl)-1H-pyrazolo[4,3-c]pyridazin-6(5H)-on FC1=C(C(=CC=C1)C)N1N=C2C(=CC1=O)NN=C2C2=CC(=CC=C2)N2CCN(CC2)C